NC1=CC(=NN1)C=1C=C(C#N)C=CC1 3-(5-amino-1H-pyrazol-3-yl)benzonitrile